C(C(C)C)OC(=O)N(CCC)C(C1=C(C(=O)OCC(C)C)C=CC=C1)C1=CC=C(C=C1)Cl isobutyl 2-(((isobutoxycarbonyl)(propyl)amino)(4-chlorophenyl)methyl)benzoate